tert-butyl (1R,5S)-3-(7-(7,8-difluoro-3-(methoxymethoxy)naphthalen-1-yl)-8-fluoro-2-(2,2,2-trifluoroethoxy)-6-vinylquinazolin-4-yl)-3,8-diazabicyclo[3.2.1]octane-8-Carboxylate FC1=CC=C2C=C(C=C(C2=C1F)C1=C(C=C2C(=NC(=NC2=C1F)OCC(F)(F)F)N1C[C@H]2CC[C@@H](C1)N2C(=O)OC(C)(C)C)C=C)OCOC